N[C@@H](CO)[C@@H](CCCCCCCCCCCCCCCCC)O (2S,3R)-2-aminoicosane-1,3-diol